C(C)(=O)OCOC=1C(=NC=CC1OC)C(=O)N[C@@H](C)C(=O)O[C@@H](C)[C@H](C(C)C)C1=C(C=C(C=C1)C)C (2S,3R)-3-(2,4-dimethylphenyl)-4-methylpentan-2-yl (3-(acetoxymethoxy)-4-methoxypicolinoyl)-L-alaninate